N1=CC=CC=2CN(CCC12)C1=C(C=C(C=N1)C(=O)NCC=1OC2=C(C1)C=CC=C2OC)C 6-(7,8-dihydro-5H-1,6-naphthyridin-6-yl)-N-[(7-methoxybenzofuran-2-yl)methyl]-5-methyl-pyridine-3-carboxamide